CC=1C(=NC=C(C1)C)N1C(CN(CC1)C(=O)OC(C)(C)C)COC tert-butyl 4-(3,5-dimethylpyridin-2-yl)-3-methoxymethylpiperazine-1-carboxylate